N-{(4aR,6R)-5,5-difluoro-2-[5-fluoro-4-(2,4,6-trifluorophenyl)-1,2-benzoxazol-3-yl]-1-oxooctahydropyrrolo[1,2-c]pyrimidin-6-yl}cyclopropanesulfonamide FC1([C@@H](CN2C(N(CC[C@@H]21)C2=NOC1=C2C(=C(C=C1)F)C1=C(C=C(C=C1F)F)F)=O)NS(=O)(=O)C1CC1)F